N-(3-[4-(5-fluoropyrazin-2-yl)phenyl]propyl)-2-methyl-5-(methylsulfanyl)-[1,3]thiazolo[5,4-d]pyrimidin-7-amine FC=1N=CC(=NC1)C1=CC=C(C=C1)CCCNC=1C2=C(N=C(N1)SC)SC(=N2)C